C1(CCCCC1)C(C(=O)NC1CCCCC1)N1C(=NC2=C1C=C(C=C2)F)C=2SC=CC2C 2,N-dicyclohexyl-2-[6-fluoro-2-(3-methyl-thiophen-2-yl)-benzimidazol-1-yl]-acetamide